C(C)(C)(C)C1=CC=C(OC=2N=C(C3=C(N2)C(=CS3)C)NC(=O)C=3SC(=CC3)[N+](=O)[O-])C=C1 N-(2-(4-(tert-butyl)phenoxy)-7-methylthieno[3,2-d]pyrimidin-4-yl)-5-nitrothiophene-2-carboxamide